C(C1=CC=CC=C1)OC1=C(C(=C(C(=O)OCOC)C(=C1C=C)C)O)C methoxymethyl 4-(benzyloxy)-2-hydroxy-3,6-dimethyl-5-vinylbenzoate